C(CC)(=O)OCC(COC(CC)=O)(COCC(COC(CC)=O)(COC(CC)=O)COC(CC)=O)COC(CC)=O dipentaerythritol hexapropionate